4-cyclopropyl-7-(2-((2-ethyl-4-(4-(oxetan-3-ylmethyl)piperazin-1-yl)phenyl)amino)-5-(trifluoromethyl)pyrimidin-4-yl)-3,4-dihydrothieno[2,3-f][1,4]thiazepin-5(2H)-one 1,1-dioxide C1(CC1)N1CCS(C2=C(C1=O)SC(=C2)C2=NC(=NC=C2C(F)(F)F)NC2=C(C=C(C=C2)N2CCN(CC2)CC2COC2)CC)(=O)=O